7-((5-amino-6-((2-(dimethylamino)ethyl)(methyl)amino)-2-(2,2,2-trifluoroethoxy)pyridin-3-yl)amino)-1-methyl-3-phenyl-3,4-dihydropyrimido[4,5-d]pyrimidin-2(1H)-one NC=1C=C(C(=NC1N(C)CCN(C)C)OCC(F)(F)F)NC1=NC=C2C(=N1)N(C(N(C2)C2=CC=CC=C2)=O)C